N-oxoammonium (N-oxoammonium) salt O=[NH2+].O=[NH2+]